O=C1NC(CCC1N1C(C2=CC=C(C=C2C1=O)N1CCC(CC1)CN1CCC(CC1)(CN1CCN(CC1)C1=NC=NC(=C1)C1=NNC2=CC=C(C=C12)OC1(CC1)C)F)=O)=O 2-(2,6-dioxo-3-piperidyl)-5-[4-[[4-fluoro-4-[[4-[6-[5-(1-methylcyclopropoxy)-1H-indazol-3-yl]pyrimidin-4-yl]piperazin-1-yl]methyl]-1-piperidyl]methyl]-1-piperidyl]isoindoline-1,3-dione